N-(3-methylpyridin-2-yl)-4-(4-methylpyridin-2-yl)thiazol-2-amine CC=1C(=NC=CC1)NC=1SC=C(N1)C1=NC=CC(=C1)C